FC=1C=C(C=C(C1)F)C=CCCC(=O)O 5-(3,5-difluorophenyl)pent-4-enoic acid